C(CCCCCCCCCCC)[NH2+]CCCCCCCCCCCC bisdodecyl-ammonium